(R)-1-(oxazol-2-yl)ethan-1-amine O1C(=NC=C1)[C@@H](C)N